4-cyclopropyl-6-[3-[3-[(4-methyl-1,2,4-triazol-3-yl)methyl]oxetan-3-yl]phenyl]-2-(1-piperidinylmethyl)-1H-pyrrolo[2,3-c]pyridin-7-one C1(CC1)C=1C2=C(C(N(C1)C1=CC(=CC=C1)C1(COC1)CC1=NN=CN1C)=O)NC(=C2)CN2CCCCC2